8-{[2-(4-Chlorophenyl)imidazo[1,2-a]pyridin-3-yl]methyl}-3,8-diazabicyclo[3.2.1]octan-Dihydrochlorid Cl.Cl.ClC1=CC=C(C=C1)C=1N=C2N(C=CC=C2)C1CN1C2CNCC1CC2